C1(CC=CC2=NC3=CC=CC=C3N=C12)=O 2H-phenazin-1-one